S1CCN2C(NC(C3=CC=CC1=C23)=O)=O [1,4]thiazino[2,3,4-ij]quinazoline-5,7(3H,6H)-dione